C(C)(=O)C=1C(OC2=C(C1N1CCNCC1)C=CC(=C2)NC2=NC=CC(=N2)C2=CC1=C(N(N=C1C=C2)C)C(C)C)=O 3-acetyl-7-((4-(3-isopropyl-2-methyl-2H-indazol-5-yl)pyrimidin-2-yl)amino)-4-piperazinyl-2H-benzopyran-2-one